C(C)(C)(C)OC(=O)NC1CCC(CC1)OC1=NC=NC2=CC(=CC=C12)C(=O)OC methyl 4-[4-(trans-tert-butoxycarbonylamino)cyclohexoxy]quinazoline-7-carboxylate